FC([C@H](CC(=O)O)NC1=NC=CC=C1)F (3S)-4,4-difluoro-3-[(pyridin-2-yl)amino]-butanoic acid